OC1=CC=C(C=2C(C3=C(C=CC(=C3C(C12)=O)Cl)Cl)=O)O 1,4-dihydroxy-5,8-dichloroanthraquinone